4-Methyl-[1,1'-biphenyl]-3-ol CC1=C(C=C(C=C1)C1=CC=CC=C1)O